tert-Butyl 3-(4-aminopyrrolo[2,1-f][1,2,4]triazin-7-yl)pyrrolidine-1-carboxylate NC1=NC=NN2C1=CC=C2C2CN(CC2)C(=O)OC(C)(C)C